methylenebis-o-toluidine C(NC=1C(=CC=CC1)C)NC=1C(=CC=CC1)C